Ethyl 5-[4-benzyloxy-6-(4-tert-butyl-5-chloro-2-methyl-phenyl)-2-methyl-3-pyridyl]isoxazole-3-carboxylate C(C1=CC=CC=C1)OC1=C(C(=NC(=C1)C1=C(C=C(C(=C1)Cl)C(C)(C)C)C)C)C1=CC(=NO1)C(=O)OCC